N-[3-chloro-4-[4-[2-(4-hydroxy-4-piperidyl)acetyl]piperazine-1-carbonyl]phenyl]-5-[2,3-difluoro-4-(fluoromethoxy)phenyl]-1-methyl-imidazole-2-carboxamide formate C(=O)O.ClC=1C=C(C=CC1C(=O)N1CCN(CC1)C(CC1(CCNCC1)O)=O)NC(=O)C=1N(C(=CN1)C1=C(C(=C(C=C1)OCF)F)F)C